tert-butyl (1S,3S)-3-butyl-1-(6-(methoxycarbonyl)pyridin-3-yl)-1,3,4,9-tetrahydro-2H-pyrido[3,4-b]indole-2-carboxylate C(CCC)[C@H]1CC2=C(NC3=CC=CC=C23)[C@@H](N1C(=O)OC(C)(C)C)C=1C=NC(=CC1)C(=O)OC